methyl 2-(6'-bromo-1',3'-dioxo-1'H-spiro[cyclobutane-1,4'-isoquinolin]-2'(3'H)-yl)acetate BrC=1C=C2C3(C(N(C(C2=CC1)=O)CC(=O)OC)=O)CCC3